N-methyl-N-[(1S)-1-methyl-2-[2-[[2-methyl-6-[[5-(4-pyridyl)thiazol-2-yl]amino]pyrimidin-4-yl]amino]ethyl-amino]-2-oxo-ethyl]but-2-ynamide CN(C(C#CC)=O)[C@H](C(=O)NCCNC1=NC(=NC(=C1)NC=1SC(=CN1)C1=CC=NC=C1)C)C